Benzyl ((S)-1-(((S,E)-1,4-Diphenylbut-3-en-2-yl)amino)-1-oxo-3-phenylpropan-2-yl)carbamate C1(=CC=CC=C1)C[C@@H](\C=C\C1=CC=CC=C1)NC([C@H](CC1=CC=CC=C1)NC(OCC1=CC=CC=C1)=O)=O